IC=1C(=NN(C1)CC(=O)OC(C)(C)C)OC1OCCCC1 tert-butyl 2-[4-iodo-3-(oxan-2-yloxy)-1H-pyrazol-1-yl]acetate